The molecule is nuclear particle of charge number +1, spin 1/2 and rest mass of 1.007276470(12) u. It is a hydron and a nucleon. [1H+]